C1=C(CN2BN3C(C=C21)=CC=C3)C=O dipyrrolo[1,2-c:2',1'-f][1,3,2]diazaborinine-2-carbaldehyde